N-(5-(1-isopropyl-1H-pyrazol-3-yl)-4-((6-(methylsulfonyl)pyridin-2-yl)amino)pyridin-2-yl)acetamide C(C)(C)N1N=C(C=C1)C=1C(=CC(=NC1)NC(C)=O)NC1=NC(=CC=C1)S(=O)(=O)C